C(C[NH-])[NH-] ethylenediamide